FC(C1=CC2=C(C=C1)[C@@H]1NC(C[C@@H]1O2)=O)(F)F (3aS,8bS)-6-(trifluoromethyl)-1,3,3a,8b-tetrahydro-2H-benzofuro[3,2-b]pyrrol-2-one